FC(C1=CN=C2N1N=C(C=C2)C2=CNC=1N=C(N=CC12)CCC(F)(F)F)F 5-(3-(difluoromethyl)imidazo[1,2-b]pyridazin-6-yl)-2-(3,3,3-trifluoropropyl)-7H-pyrrolo[2,3-d]pyrimidine